C1(CC1)CN1C=CC=2C(=NC(=CC21)NC=2SC(=CN2)C)C=2C=CC(=C(C2)NC(C=C)=O)C N-(5-(1-(cyclopropylmethyl)-6-((5-methylthiazol-2-yl)amino)-1H-pyrrolo[3,2-c]pyridin-4-yl)-2-methylphenyl)acrylamide